BrC1=CC=C(C=C1)C(O)(C1=CC=C(C=C1)Br)C1=CC=C(C=C1)Br tris(4-bromophenyl)methanol